BrC=1C=C(OC2CCN(CC2)C(=O)OC(C)(C)C)C=C(C1)C(F)(F)F tert-Butyl 4-[3-bromo-5-(trifluoromethyl)phenoxy]piperidine-1-carboxylate